N-((4-(1-((5-cyanopyridin-3-yl)methyl)-1H-pyrazol-3-yl)-6-(4-fluorophenyl)pyridin-3-yl)methyl)acrylamide C(#N)C=1C=C(C=NC1)CN1N=C(C=C1)C1=C(C=NC(=C1)C1=CC=C(C=C1)F)CNC(C=C)=O